3-((3-(3-bromophenyl)oxetan-3-yl)methyl)-4-methyl-4H-1,2,4-triazole BrC=1C=C(C=CC1)C1(COC1)CC1=NN=CN1C